CC(=O)N[C@@H](CC1=CC=C(C=C1)O)C(=O)O N-α-acetyl-tyrosine